C1(CC1)C1CN(CC1)C(=O)OCC1=C(N=NN1C)C1=CC=C(C(=N1)C)O[C@@H]1C[C@H](CCC1)C(=O)O (1S,3S)-3-((6-(5-(((3-cyclopropylpyrrolidine-1-carbonyl)oxy)methyl)-1-methyl-1H-1,2,3-triazol-4-yl)-2-methylpyridin-3-yl)oxy)cyclohexane-1-carboxylic acid